ClC1=CC=C(C=C1)C12CCN(C2C1)C(=O)C1=CC(=NN1)C1=CC=NC=C1 [5-(4-chlorophenyl)-2-azabicyclo[3.1.0]hexan-2-yl]-[3-(4-pyridyl)-1H-pyrazol-5-yl]methanone